Cl.N1N=NC=2N=NC=CC21 [1,2,3]triazolo[4,5-c]pyridazine hydrochloride